ClCC(CCN(C)C)O 3-chloro-2-hydroxypropyl-trimethylamine